tert-Butyl (6aR)-1-(2-azabicyclo[3.1.0]hexan-2-yl)-4-chloro-3-(2-fluoro-6-hydroxyphenyl)-12-oxo-6a,7,9,10-tetrahydro-12H-pyrazino[2,1-c]pyrido[3,4-f][1,4]oxazepine-8(6H)-carboxylate C12N(CCC2C1)C1=NC(=C(C2=C1C(N1[C@@H](CO2)CN(CC1)C(=O)OC(C)(C)C)=O)Cl)C1=C(C=CC=C1O)F